(R)-3-[2-[3-[4-amino-8-(isopropylamino)pyrido[3,2-d]pyrimidin-6-yl]phenyl]ethynyl]-3-hydroxy-1-methyl-pyrrolidin-2-one NC=1C2=C(N=CN1)C(=CC(=N2)C=2C=C(C=CC2)C#C[C@]2(C(N(CC2)C)=O)O)NC(C)C